(S)-6-fluoro-3,9-dimethyl-2,3,4,5-tetrahydro-1H-pyrido[4,3-b]indole FC1=CC=C(C=2C3=C(NC12)C[C@@H](NC3)C)C